CC=1C=C(C=CC1OC1=CC=NC2=CC=C(C=C12)S(=O)(=O)C)C(C(=O)OC(C)(C)C)C tert-butyl 2-(3-methyl-4-((6-(methylsulfonyl)quinolin-4-yl)oxy)phenyl)propanoate